ClC=1C=C(C=CC1F)C1(NC=NC2=CC(=C(C=C12)N)OC)N 4-(3-chloro-4-fluorophenyl)-7-methoxyquinazolin-4,6-diamine